FC=1C=C2C(=NC=NC2=CC1)N1CC=2C=C(C=NC2CC1)N1C2=C(OCC1)N=CC=C2 1-[6-(6-fluoroquinazolin-4-yl)-7,8-dihydro-5H-1,6-naphthyridin-3-yl]-2,3-dihydropyrido[2,3-b][1,4]oxazine